NCCCCC(=O)N[C@H](C(=O)N1[C@@H](C[C@H](C1)O)C(=O)NCC1=CC=C(C=C1)C1=C(N=CS1)C)C(C)(C)C (2S,4R)-1-((S)-2-(5-Aminopentanoylamino)-3,3-dimethylbutyryl)-4-hydroxy-N-(4-(4-methylthiazol-5-yl)benzyl)pyrrolidine-2-carboxamide